2-(2-cyclopropyl-2H-1,2,3-triazol-4-yl)-3-methoxypyridin-4-amine C1(CC1)N1N=CC(=N1)C1=NC=CC(=C1OC)N